8-(4-chloro-2-fluorophenyl)-3-methyl-6-(2-(1-methyl-1H-pyrazol-4-yl)morpholino)pyrimido[5,4-d]pyrimidin-4(3H)-one ClC1=CC(=C(C=C1)C1=NC(=NC2=C1N=CN(C2=O)C)N2CC(OCC2)C=2C=NN(C2)C)F